C1=C(C=CC2=CC=CC=C12)C(=O)NN β-naphthoic acid hydrazide